tert-butyl (2S,4S)-4-(5-(4-amino-5-(trifluoromethyl)pyrrolo[2,1-f][1,2,4]triazin-7-yl)-2-methoxynicotinamido)-2-(methoxymethyl)pyrrolidine-1-carboxylate NC1=NC=NN2C1=C(C=C2C=2C=NC(=C(C(=O)N[C@H]1C[C@H](N(C1)C(=O)OC(C)(C)C)COC)C2)OC)C(F)(F)F